(1S)-2-[4-(1,3-benzoxazol-2-yl)-5-hydroxy-1-methyl-6-oxopyrimidin-2-yl]-N-(2,3-dihydroxypropyl)-1-(2-fluorophenyl)-N-methyl-3,4-dihydro-1H-isoquinoline-7-carboxamide O1C(=NC2=C1C=CC=C2)C=2N=C(N(C(C2O)=O)C)N2[C@@H](C1=CC(=CC=C1CC2)C(=O)N(C)CC(CO)O)C2=C(C=CC=C2)F